4-(1-methyl-1H-pyrazol-4-yl)but-3-yn-2-one CN1N=CC(=C1)C#CC(C)=O